4-(4-(3,8-diazabicyclo[3.2.1]octan-3-yl)-2-((1-(((R)-3-fluoropyrrolidin-1-yl)methyl)cyclopropyl)methoxy)-5,8-dihydropyrido[3,4-d]pyrimidin-7(6H)-yl)-5-iodonaphthalen-2-ol C12CN(CC(CC1)N2)C=2C1=C(N=C(N2)OCC2(CC2)CN2C[C@@H](CC2)F)CN(CC1)C1=CC(=CC2=CC=CC(=C12)I)O